NC1=NC(=CC(=C1)C[C@@H]1[C@H](N(C1=O)C(=O)N[C@H](CC)C1=C(C=CC(=C1)F)C)C(=O)N(C)C=1C=NN(C1)C)C (2S,3R)-3-((2-amino-6-methylpyridin-4-yl)methyl)-N2-(1-methyl-1H-pyrazol-4-yl)-N1-((R)-1-(5-fluoro-2-methylphenyl)propyl)-N2-methyl-4-oxoazetidine-1,2-dicarboxamide